(Z)-docosan-13-en-1-ol C(CCCCCCCCCCC\C=C/CCCCCCCC)O